OC[C@H](C1=CC=CC=C1)NC1=NC(=NC=C1C1=NC(=NO1)C=1C=NC=CC1)NC=1C=C2C(N(C(C2=CC1)=O)C)(C)C (S)-5-((4-((2-hydroxy-1-phenylethyl)amino)-5-(3-(pyridin-3-yl)-1,2,4-oxadiazol-5-yl)pyrimidin-2-yl)amino)-2,3,3-trimethylisoindolin-1-one